(1R)-2-[2-(4-bromo-2-fluorophenyl)-7-(pyridin-4-yl)pyrazolo[1,5-a]pyrimidine-5-carbonyl]-1-methyl-1,2,3,4-tetrahydroisoquinoline BrC1=CC(=C(C=C1)C1=NN2C(N=C(C=C2C2=CC=NC=C2)C(=O)N2[C@@H](C3=CC=CC=C3CC2)C)=C1)F